1,3-adamantandiol C12(CC3(CC(CC(C1)C3)C2)O)O